N(=NCC(C)C)CC(C)C azobis(2-methylpropane)